C(C)(=O)C=1C=NC=2N(C1C)N=C(C2)C(=O)O 6-ACETYL-7-METHYL-PYRAZOLO[1,5-A]PYRIMIDINE-2-CARBOXYLIC ACID